N-butyl-N-(methylthio(thiocarbonyl))propanamide C(CCC)N(C(CC)=O)C(=S)SC